4-(2,2-diphenylvinyl)phenol C1(=CC=CC=C1)C(=CC1=CC=C(C=C1)O)C1=CC=CC=C1